C(C)(C)(C)C1=NN=C(O1)C1=C(C=C(C=C1)C(=O)N1CCN(CC1)C=1OC=2C(=NC(=CC2)Cl)N1)Cl (4-(5-(tert-butyl)-1,3,4-oxadiazol-2-yl)-3-chlorophenyl)(4-(5-chlorooxazolo[4,5-b]pyridin-2-yl)piperazin-1-yl)methanone